Cl.N[C@H](C(=O)OC)CC1C(NC2(CC(C2)(F)F)C1)=O methyl (2S)-2-amino-3-{2,2-difluoro-6-oxo-5-azaspiro[3.4]octan-7-yl}propanoate hydrochloride